C(C)(C)(C)OC(=O)N(NCCC1(OCCO1)C1=CC=CC=C1)CC1=CC=CC=C1 1-benzyl-2-(2-(2-phenyl-1,3-dioxolan-2-yl)ethyl)hydrazinecarboxylic acid tert-butyl ester